C(C)C=1C(=CC=C2C=C(C=C(C12)C1=CC=C2C(=NC(=NC2=C1F)OC[C@]12CCCN2C[C@@H](C1)F)N1C[C@@]2(CC(N2)=O)CCC1)O)F (S)-6-(7-(8-ethyl-7-fluoro-3-hydroxynaphthalen-1-yl)-8-fluoro-2-(((2R,7aS)-2-fluorotetrahydro-1H-pyrrolizin-7a(5H)-yl)methoxy)quinazolin-4-yl)-1,6-diazaspiro[3.5]nonan-2-one